(S)-2-(N-[5-[4-(Difluoromethoxy)benzoyl]-4-methylthiazol-2-yl]-3,4-difluoroanilino)propanamid FC(OC1=CC=C(C(=O)C2=C(N=C(S2)N(C2=CC(=C(C=C2)F)F)[C@H](C(=O)N)C)C)C=C1)F